Cl.N[C@H]1CN(CCC1)C(=O)C1=CC2=C(N(C(=N2)C2=CC3=C(N2CC2CC2)C(OCC3)=O)C)C(=C1)OC (R)-2-(5-(3-aminopiperidine-1-carbonyl)-7-methoxy-1-methyl-1H-benzo[d]imidazol-2-yl)-1-(cyclopropylmethyl)-4,5-dihydropyrano[3,4-b]pyrrol-7(1H)-one hydrochloride